C(C)OC(\C=C\C1=NC=CC(=N1)NC(=O)OC(C)(C)C)=O (E)-3-(4-((tert-Butoxycarbonyl)amino)pyrimidin-2-yl)acrylic acid ethyl ester